N1=C(NC2=NC=CC=C21)C(=O)N2[C@H]([C@H](CC2)C(=O)NC2=CC(=C(C(=C2)F)F)F)C (2S,3S)-1-(3H-imidazo[4,5-b]pyridine-2-carbonyl)-2-methyl-N-(3,4,5-trifluorophenyl)pyrrolidine-3-carboxamide